isopropoxycarbonyl 4-[4-[[2-[2-[tert-butoxycarbonyl(cyclopropylmethyl)amino]-4-pyridyl]oxazole-4-carbonyl]amino]-3-(trifluoromethyl)pyrazol-1-yl]benzoate C(C)(C)(C)OC(=O)N(C1=NC=CC(=C1)C=1OC=C(N1)C(=O)NC=1C(=NN(C1)C1=CC=C(C(=O)OC(=O)OC(C)C)C=C1)C(F)(F)F)CC1CC1